4-[[2-(5-fluoro-2-methoxy-phenyl)acetyl]amino]pyridine-2-carboxylic acid methyl ester COC(=O)C1=NC=CC(=C1)NC(CC1=C(C=CC(=C1)F)OC)=O